FC1(CC(CN(C1)C1=NC(=NC=C1)C1=CN=C2N1C=C(N=C2)C(F)(F)F)C(=O)N)F 5,5-Difluoro-1-(2-(6-(trifluoromethyl)imidazo[1,2-a]pyrazin-3-yl)pyrimidin-4-yl)piperidine-3-carboxamide